1-(3-(trifluoromethyl)phenyl)-3-(2-(1-((2-(trimethylsilyl)ethoxy)methyl)-1H-pyrazolo[3,4-b]pyridin-4-yl)-2-azaspiro[3.3]heptan-6-yl)urea FC(C=1C=C(C=CC1)NC(=O)NC1CC2(CN(C2)C2=C3C(=NC=C2)N(N=C3)COCC[Si](C)(C)C)C1)(F)F